CN1N=C(C2=CC=C(C=C12)N[C@H]1[C@@H](CNCC1)C)N1C(NC(CC1)=O)=O (1-methyl-6-(((3R,4R)-3-methylpiperidin-4-yl)amino)-1H-indazol-3-yl)dihydropyrimidine-2,4(1H,3H)-dione